FC1([C@H](C=2C(=CN(C2CC1)C=1C=NC=C(C#N)C1)C(F)(F)F)O)F (S)-5-(5,5-difluoro-4-hydroxy-3-(trifluoromethyl)-4,5,6,7-tetrahydro-1H-indol-1-yl)nicotinonitrile